N1(CCC1)CC1=CC=C(C=C1)C=1OC2=C(C(C1)=O)C=C(C=1NC(=NC12)C(F)(F)F)F 8-(4-(azetidin-1-ylmethyl)phenyl)-4-fluoro-2-(trifluoromethyl)chromeno[7,8-d]imidazol-6(3H)-one